di[(t-butyldimethylsilyl)amino]diethylvinylsilane [Si](C)(C)(C(C)(C)C)N[SiH](C=C(CC)CC)N[Si](C)(C)C(C)(C)C